FC1([C@H](CN(CC1)[C@H](C(NC=1N=CN(C1)CC1=C(C=CC=C1)C(F)(F)F)=O)C)C1=CC=[N+](C=C1)[O-])F 4-((S)-4,4-difluoro-1-((S)-1-oxo-1-((1-(2-(trifluoromethyl)benzyl)-1H-imidazol-4-yl)amino)propan-2-yl)piperidin-3-yl)pyridine 1-oxide